ClC=1C=C2C(N(C(=NC2=CC1)C(CCC)N1CCN(CCC1)CC)CCC)=O 6-chloro-2-(1-(4-ethyl-1,4-diazepan-1-yl)butyl)-3-propylquinazolin-4(3H)-one